ClC=1C=C(C(=NC1)OC)S(=O)(=O)NC1=CC(=C(C=C1)F)C1=CC2=C(N=C(N=C2)N[C@@H]2CC[C@H](CC2)N(C)C)N2C1=NN=C2 5-chloro-N-(3-(2-((trans-4-(dimethylamino)cyclohexyl)amino)-[1,2,4]triazolo[4',3':1,6]pyrido[2,3-d]pyrimidin-6-yl)-4-fluorophenyl)-2-methoxypyridine-3-sulfonamide